C1(=CC=CC=C1)NC(=O)[C@@H]1[C@H]2CCO[C@@H]12 (1R,5R,6R)-N-phenyl-2-oxabicyclo[3.1.0]hexane-6-carboxamide